1,2,3,3-tetramethyl-3H-indole CN1C(C(C2=CC=CC=C12)(C)C)C